C(C(=C)C)(=O)OC(C(CCC)C)C 1,2-dimethylpentyl methacrylate